3-methoxytetrahydro-2H-pyran-2-carboxamide COC1C(OCCC1)C(=O)N